C1(CCCCC1)ON1C(CC(CC1(C)C)N(CCCC)C1=NC(=NC(=N1)N(C1CC(N(C(C1)(C)C)OC1CCCCC1)(C)C)CCCC)NCCO)(C)C 2,4-bis[N-(1-cyclohexyloxy-2,2,6,6-tetra-methylpiperidine-4-yl)-N-butylamino]-6-(2-hydroxyethyl)amino-1,3,5-triazine